tert-butyl (1-(3,5-dichloro-4-(2-methoxyethoxy)benzyl)piperidin-4-yl)carbamate ClC=1C=C(CN2CCC(CC2)NC(OC(C)(C)C)=O)C=C(C1OCCOC)Cl